NC1(CCN(CC1)C(C(C)(C)O)=O)C 1-(4-amino-4-methylpiperidin-1-yl)-2-hydroxy-2-methylpropan-1-one